1-fluoro-N-[(6S,7S)-6-[(2-fluoro-3-phenyl-phenyl)methyl]-5-azaspiro[2.4]heptan-7-yl]methanesulfonamide FCS(=O)(=O)N[C@@H]1[C@@H](NCC12CC2)CC2=C(C(=CC=C2)C2=CC=CC=C2)F